N,N-diisopropylhexanamide C(C)(C)N(C(CCCCC)=O)C(C)C